C(#N)C1=C2C=C(NC2=CC(=C1)C)C(=O)OCC ethyl 4-cyano-6-methyl-1H-indole-2-carboxylate